FC(OC1=CC2=C(N=C(O2)C=2C(=C(C=CC2)C2=C(C(=CC=C2)C=2OC3=C(CN(CC3)CCS(=O)(=O)C)N2)C)C)C=C1CN1[C@@H](CCC1)C(=O)O)F ((6-(difluoromethoxy)-2-(2,2'-dimethyl-3'-(5-(2-(methylsulfonyl)ethyl)-4,5,6,7-tetrahydrooxazolo[4,5-c]pyridin-2-yl)-[1,1'-biphenyl]-3-yl)benzo[d]oxazol-5-yl)methyl)-L-proline